FC(COC=1C=C(C=CC1)N1C(N(C2=C1C=CC(=C2)C(=O)NC2(CCS(CC2)(=O)=O)C)C(C)C(C)(C)O)=O)F 1-(3-(2,2-difluoroethoxy)phenyl)-3-(3-hydroxy-3-methylbutan-2-yl)-N-(4-methyl-1,1-dioxidotetrahydro-2H-thiopyran-4-yl)-2-oxo-2,3-dihydro-1H-benzo[d]imidazole-5-carboxamide